3-bromo-5-(4-(1-fluorocyclopropyl)-6-methoxypyrimidin-5-yl)-2-((2-(trimethylsilyl)ethoxy)methyl)-2H-pyrazolo[4,3-d]pyrimidine BrC=1N(N=C2C1N=C(N=C2)C=2C(=NC=NC2OC)C2(CC2)F)COCC[Si](C)(C)C